FC1=CC=C(CC2=CC3=C(OC[C@@H](N3C(=O)OCC3=CC=CC=C3)C)N=C2C(NCC2CCN(CC2)C)=O)C=C1 benzyl (S)-7-(4-fluorobenzyl)-2-methyl-6-(((1-methylpiperidin-4-yl) methyl) carbamoyl)-2,3-dihydro-1H-pyrido[2,3-b][1,4]oxazine-1-carboxylate